OC1=C(C(=CC(=C1CN(C(=O)C1CCCC1)C)CCCCC)O)C1C(CCC(=C1)C)C(=C)C N-((2,6-dihydroxy-5'-methyl-4-pentyl-2'-(prop-1-en-2-yl)-1',2',3',4'-tetrahydro-[1,1'-biphenyl]-3-yl)methyl)-N-methylcyclopentanecarboxamide